ClC=1C(=C2C=NNC2=CC1C)C=1C(=NN(C1C)C1CC2(CNC2)C1)C1=CC=C(C(=O)N(C)CCOC)C=C1 4-(4-(5-Chloro-6-methyl-1H-indazol-4-yl)-5-methyl-1-(2-azaspiro[3.3]heptan-6-yl)-1H-pyrazol-3-yl)-N-(2-methoxyethyl)-N-methylbenzamide